5-chloro-4-fluoro-N-[(1S,2S,3S,5R)-2,6,6-trimethylnorborn-3-yl]-1H-pyrrolo[2,3-c]pyridine-2-carboxamide ClC=1C(=C2C(=CN1)NC(=C2)C(=O)N[C@@H]2[C@H]([C@H]1C(CC2C1)(C)C)C)F